C(C1=CC=CC=C1)N=C(C)NC1=C(C=C(C(=O)N(C)C)C=C1Br)Br 4-(N'-benzylacetimidamido)-3,5-dibromo-N,N-dimethylbenzamide